2,5-dimethylpiperazine-1-carboxylic acid CC1N(CC(NC1)C)C(=O)O